(2S,3S,4R,5R)-5-(6-(benzylamino)-2-(5-chloropyridin-3-yl)-9H-purin-9-yl)-N-ethyl-3,4-dihydroxytetrahydrofuran-2-carboxamide C(C1=CC=CC=C1)NC1=C2N=CN(C2=NC(=N1)C=1C=NC=C(C1)Cl)[C@H]1[C@@H]([C@@H]([C@H](O1)C(=O)NCC)O)O